N-(4-{[(2S,4S)-6-chloro-4-hydroxy-3,4-dihydro-2H-1-benzopyran-2-carbonyl]amino}bicyclo[2.2.2]octan-1-yl)-5-(trifluoromethoxy)pyridine-2-carboxamide ClC=1C=CC2=C([C@H](C[C@H](O2)C(=O)NC23CCC(CC2)(CC3)NC(=O)C3=NC=C(C=C3)OC(F)(F)F)O)C1